BrC1=CC=C2C=NC(=NC2=C1)NCC1=CC=C(C=C1)OC 7-Bromo-N-(4-methoxybenzyl)quinazolin-2-amine